4-(1-(3-chlorobenzyl)-2-methyl-1H-imidazo[4,5-b]piperazin-6-yl)-6-methyl-1H-pyrrolo[2,3-c]pyridin-7(6H)-one ClC=1C=C(CN2C(=NC3=C2NC(CN3)C=3C2=C(C(N(C3)C)=O)NC=C2)C)C=CC1